4-n-pentylphenyl phenyl carbonate C(OC1=CC=C(C=C1)CCCCC)(OC1=CC=CC=C1)=O